6-(4-((2R,5S)-4-acryloyl-5-methyl-1-(2,2,2-trifluoroethyl)piperazin-2-yl)-6-chloropyridin-2-yl)-N-methylpyrimidine-4-carboxamide C(C=C)(=O)N1C[C@H](N(C[C@@H]1C)CC(F)(F)F)C1=CC(=NC(=C1)Cl)C1=CC(=NC=N1)C(=O)NC